C(C1=CC=CC=C1)[N+]1=CC=C(C=C1)C 1-benzyl-4-methyl-pyridinium